((2-(aminomethyl)-3-fluoroallyl)oxy)benzonitrile hydrochloride Cl.NCC(COC1=C(C#N)C=CC=C1)=CF